C(C)(C)(C)OC(=O)N1CC2C(C2C1)NC(C1=C(C=C(C=C1)NC(=O)C=1N(C(=CN1)Br)C)Cl)=O (exo)-6-(4-(5-bromo-1-methyl-1H-imidazole-2-carboxamido)-2-chlorobenzamido)-3-azabicyclo[3.1.0]hexane-3-carboxylic acid tert-butyl ester